C(C)(C)(C)OC(NCCNC(=O)C1=C(C=CC(=C1)C=O)O)=O.FC1=C(C(=O)NC)C=C(C=C1)[C@@H](C)N1C=NC2=CC(=CC=C2C1=O)C=1C=NNC1C(F)(F)F (R)-2-fluoro-N-methyl-5-(1-(4-oxo-7-(5-(trifluoromethyl)-1H-pyrazol-4-yl)quinazolin-3(4H)-yl)ethyl)benzamide tert-butyl-N-{2-[(5-formyl-2-hydroxyphenyl)formamido]ethyl}carbamate